C(C)OCCCC 1-ethoxy-butane